4-(4-morpholinophenyl)isoindolin-1-one O1CCN(CC1)C1=CC=C(C=C1)C1=C2CNC(C2=CC=C1)=O